C(C)C(C1=CC(=C(C(=C1)C(C)(C)C)O)C(C)(C)C)(P(O)(O)O)CC.FC1=C(C=C(C=C1)O)C(C)=O 1-(2-fluoro-5-hydroxyphenyl)ethan-1-one diethyl-3,5-di-tert-butyl-4-hydroxybenzyl-phosphite